(4-(3-(4,4-difluoropiperidine-1-carbonyl)pyrazin-2-yl)piperazin-1-yl)prop-2-en FC1(CCN(CC1)C(=O)C=1C(=NC=CN1)N1CCN(CC1)CC=C)F